CCCCCCCCCCCCCCC(=O)O[C@H](COC(=O)CCC/C=C\C/C=C\C/C=C\C/C=C\C/C=C\CC)COP(=O)(O)OC[C@H](CO)O 1-(5Z,8Z,11Z,14Z,17Z-eicosapentaenoyl)-2-pentadecanoyl-glycero-3-phospho-(1'-sn-glycerol)